C(C)(=O)O[C@H]1[C@@H](CC[C@H](C1)C)C(C)C (1R,2S,5R)-5-methyl-2-(1-methylethyl)-cyclohexanol acetate